2-methyl-4H-pyrrolo[2,3-d]Thiazole-5-carboxamide CC=1SC2=C(N1)NC(=C2)C(=O)N